ClC1=C(NC2=CC=CC=C12)C(=O)N(CCCO)[C@@H](C)C1=CNC(C2=CC(=C(C=C12)F)F)=O (S)-3-chloro-N-(1-(6,7-difluoro-1-oxo-1,2-dihydroisoquinolin-4-yl)ethyl)-N-(3-hydroxypropyl)-1H-indole-2-carboxamide